(2RS)-2-[6-[2-[4-[(4-ethylpiperazin-1-yl)methyl]phenyl]ethynyl]-1-oxo-isoindolin-2-yl]-2-phenyl-N-thiazol-2-yl-acetamide C(C)N1CCN(CC1)CC1=CC=C(C=C1)C#CC1=CC=C2CN(C(C2=C1)=O)[C@@H](C(=O)NC=1SC=CN1)C1=CC=CC=C1 |r|